N-((3R)-1-imino-1-oxo-2,3-dihydro-1H-1λ6-thiophen-3-yl)-2-oxo-6-(p-tolyl)-1,2-dihydropyridine-3-carboxamide N=S1(C[C@@H](C=C1)NC(=O)C=1C(NC(=CC1)C1=CC=C(C=C1)C)=O)=O